(R)-3-(3-(3-(2-((5-Amino-1-methyl-1H-pyrazol-4-yl)amino)pyrimidin-4-yl)phenyl)isoxazol-5-yl)-3-hydroxy-1-methylpyrrolidin-2-one NC1=C(C=NN1C)NC1=NC=CC(=N1)C=1C=C(C=CC1)C1=NOC(=C1)[C@]1(C(N(CC1)C)=O)O